OCC1OCC(C1(O)C=1N=NNC1)O 2-(hydroxymethyl)-3-(1H-1,2,3-triazol-4-yl)tetrahydrofuran-3,4-diol